C(C)OC(=O)[C@H]1C(NC[C@@H]1C1=NN(C(=C1)C(F)(F)F)C)=O (3R,4R)-4-[1-methyl-5-(trifluoromethyl)pyrazol-3-yl]-2-oxo-pyrrolidine-3-carboxylic acid ethyl ester